6-chloro-4-[4-hydroxy-4-[(4-isopropoxy-2-pyridyl)methyl]-1-piperidyl]-1-methyl-2-oxo-1,5-naphthyridine-3-carbonitrile ClC=1N=C2C(=C(C(N(C2=CC1)C)=O)C#N)N1CCC(CC1)(CC1=NC=CC(=C1)OC(C)C)O